N1C=NC=2C=NC=C(C21)N2C[C@@H](OCC2)C(=O)N2[C@H](C1=C(C=C(C=C1CC2)Cl)Cl)C ((R)-4-(1H-imidazo[4,5-c]pyridin-7-yl)morpholin-2-yl)((S)-6,8-dichloro-1-methyl-3,4-dihydroisoquinolin-2(1H)-yl)methanone